Citric acid Sodium benzoate C(C1=CC=CC=C1)(=O)[O-].[Na+].C(CC(O)(C(=O)O)CC(=O)O)(=O)O